N-(5-cyano-2-iodo-phenyl)-2,2,2-trifluoro-acetamide C(#N)C=1C=CC(=C(C1)NC(C(F)(F)F)=O)I